4-((4-(3-(3-nitrophenyl)ureido)phenyl)amino)-4-oxobutanoic acid [N+](=O)([O-])C=1C=C(C=CC1)NC(NC1=CC=C(C=C1)NC(CCC(=O)O)=O)=O